dimyristyl 3,3'-thio-dipropionate S(CCC(=O)OCCCCCCCCCCCCCC)CCC(=O)OCCCCCCCCCCCCCC